Methyl 6-(4-chlorophenyl)-3-oxo-2,3,4,5-tetrahydropyridazine-4-carboxylate ClC1=CC=C(C=C1)C=1CC(C(NN1)=O)C(=O)OC